FC1(CC(C1)N1C(C(=CC=C1)NC(C1=C(C=C(C=C1)NS(=O)(=O)CCO)N1CC[Si](CC1)(C)C)=O)=O)F N-(1-(3,3-difluorocyclobutyl)-2-oxo-1,2-dihydropyridin-3-yl)-2-(4,4-dimethyl-1,4-azasilinan-1-yl)-4-((2-hydroxyethyl)sulfonamido)benzamide